(2-((3R,5S)-3,5-dimethylpiperazin-1-yl)pyrimidin-4-yl)methanamine C[C@@H]1CN(C[C@@H](N1)C)C1=NC=CC(=N1)CN